BrC1=C2NCC(NC2=CC(=C1)F)=O 5-bromo-7-fluoro-3,4-dihydro-1H-quinoxalin-2-one